6-(Azetidin-3-yl)-4-chloro-1-methyl-1H-indazole N1CC(C1)C1=CC(=C2C=NN(C2=C1)C)Cl